(cyclohexylmethyl)-N-(2-hydroxypyridin-4-yl)-5-methyl-2H-indazole-3-carboxamide C1(CCCCC1)CN1N=C2C=CC(=CC2=C1C(=O)NC1=CC(=NC=C1)O)C